B(O)(O)O.C1(=CCCC1)CC(O)(C)C(C)(C)O cyclopentenyl-pinacol borate